CC=1N=C(N(C1)COCC[Si](C)(C)C)OCCN1CCOCC1 4-(2-(4-methyl-1-((2-(trimethylsilyl)ethoxy)methyl)-1H-imidazol-2-yloxy)ethyl)morpholine